l-N'-[2,5-difluoro-4-[2-(1-methylpyrazol-4-yl)pyridin-4-yl]oxyphenyl]-l-N'-phenylcyclopropane-1,1-dicarboxamide FC1=C(C=C(C(=C1)OC1=CC(=NC=C1)C=1C=NN(C1)C)F)N(C(=O)C1(CC1)C(=O)N)C1=CC=CC=C1